FC1=CC(=CC2=CC=3C[C@@](CCC3N=C12)(C(C)C)F)C(=O)N[C@H](CC[NH+]1C(CCCC1)CCN(C)C)C=1C=NC(=CC1)C1=CN=NC=C1 |r| rac-(7S)-4,7-difluoro-7-isopropyl-N-[rac-(1R)-3-[2-[2-(dimethylamino)ethyl]piperidin-1-ium-1-yl]-1-(6-pyridazin-4-yl-3-pyridyl)propyl]-6,8-dihydro-5H-acridine-2-carboxamide